(1-fluorocyclopropyl)methylamine hydrochloride Cl.FC1(CC1)CN